CC1CN(CC(O1)C)CC(C)CC2=CC=C(C=C2)C(C)(C)C The molecule is a member of the class of morpholines that is 2,6-dimethylmorpholine in which the hydrogen attached to the nitrogen is replaced by a 3-(p-tert-butylphenyl)-2-methylpropyl group.